N-[[4-(3-hydroxyazetidin-1-yl)-1-[4-(trifluoromethoxy)phenyl]pyrazolo[3,4-b]pyridin-3-yl]methyl]prop-2-enamide OC1CN(C1)C1=C2C(=NC=C1)N(N=C2CNC(C=C)=O)C2=CC=C(C=C2)OC(F)(F)F